3-(1-(4-(trifluoromethyl)phenylsulfonyl)piperidin-4-yl)isoxazol-5-amine FC(C1=CC=C(C=C1)S(=O)(=O)N1CCC(CC1)C1=NOC(=C1)N)(F)F